3-Oxo-7α-hydroxy-5β-cholanoic Acid O=C1C[C@H]2C[C@H]([C@H]3[C@@H]4CC[C@H]([C@@H](CCC(=O)O)C)[C@]4(CC[C@@H]3[C@]2(CC1)C)C)O